(3S,8aR)-7-(3-Chloro-2-fluoro-6-(1H-tetrazol-1-yl)phenyl)-3-(4-(3-fluoro-2-(hydroxymethyl-d2)pyridin-4-yl)-1H-imidazol-2-yl)-2,3,8,8a-tetrahydroindolizin ClC=1C(=C(C(=CC1)N1N=NN=C1)C1=CCN2[C@@H](CC[C@@H]2C1)C=1NC=C(N1)C1=C(C(=NC=C1)C([2H])([2H])O)F)F